C(C)O[Si](CCCN=CC1=CC=CC=C1)(OCC)OCC 3-triethoxysilyl-N-(phenylmethylene)propylamine